2-methyl-5-(2,2,2-trifluoroethylcarbamoyl)piperidine CC1NCC(CC1)C(NCC(F)(F)F)=O